2,4,6-TRIAMINO-5-PYRIMIDINECARBOXALDEHYDE NC1=NC(=C(C(=N1)N)C=O)N